trans-5-(2-(3-methoxy-4-(trifluoromethoxy)phenyl)cyclopropyl)-2,2'-bipyrimidine COC=1C=C(C=CC1OC(F)(F)F)[C@H]1[C@@H](C1)C=1C=NC(=NC1)C1=NC=CC=N1